3-((3-bromophenyl)(4-methyl-4H-1,2,4-triazol-3-yl)methyl)oxetan-3-ol BrC=1C=C(C=CC1)C(C1(COC1)O)C1=NN=CN1C